(S)-2-((S)-3-acetamido-2-oxopyrrolidin-1-yl)-4-methylpentanoic acid C(C)(=O)N[C@@H]1C(N(CC1)[C@H](C(=O)O)CC(C)C)=O